FC1=CC(=C(OC2=C(C(=O)NC=3CC(C=CC3)=S(=O)=O)C=CC(=C2)C(C(F)(F)F)(F)F)C=C1)OC 2-(4-fluoro-2-methoxyphenoxy)-4-(perfluoroethyl)-N-(3-sulfonylphenyl)benzamide